(S)-4-((2-(4-(3-(tert-butoxy)-2-((tert-butoxycarbonyl)amino)-3-oxopropyl)phenoxy)ethyl)amino)-N,N,N-trimethyl-4-oxobutan-1-aminium 2,2,2-trifluoroacetate FC(C(=O)[O-])(F)F.C(C)(C)(C)OC([C@H](CC1=CC=C(OCCNC(CCC[N+](C)(C)C)=O)C=C1)NC(=O)OC(C)(C)C)=O